C(C(=O)[O-])(=O)[O-].[Ni+2].[Mn+2].[Fe+2].C(C(=O)[O-])(=O)[O-].C(C(=O)[O-])(=O)[O-] iron-manganese-nickel oxalate